CCCCCCCCCCCCCC\C=C/CCCCCCCC (Z)-tetracos-15-en